FC1=C(C(=CC=C1)C1=CC=C(C=C1)C(F)(F)F)C(=O)NCC1(NC(NC1=O)=O)C1=C(N=CS1)C fluoro-N-{[4-(4-methyl-1,3-thiazol-5-yl)-2,5-dioxoimidazolidin-4-yl]methyl}-4'-(trifluoromethyl)[biphenyl]-2-carboxamide